tert-butyl (4-(hydroxymethyl)tetrahydro-2H-pyran-4-yl)carbamate OCC1(CCOCC1)NC(OC(C)(C)C)=O